ClC=1C=C2C(=C(C(NC2=CC1)=O)C=1CC(N(N1)C(CCC(=O)O)=O)C1=NC=CC=C1)C1=CC=CC=C1 4-[5-(6-chloro-2-oxo-4-phenyl-1H-quinolin-3-yl)-3-(2-pyridyl)-3,4-dihydropyrazol-2-yl]-4-oxo-butanoic acid